CN(S(=O)(=O)C=1C=2C=CN=CC2C=CC1)C N,N-dimethylisoquinoline-5-sulfonamide